BrC1=CC(=C(OCC(=O)NC(NC2=CC=C(C=C2)S(NC2=NC(=CC(=N2)C)C)(=O)=O)=S)C=C1)Cl 2-(4-broMo-2-chlorophenoxy)-N-(4-(N-(4,6-diMethylpyriMidin-2-yl)sulfaMoyl)phenylcarbaMothioyl)acetaMide